1,8-epoxy-p-menthane C12(CCC(CC1)C(C)(C)O2)C